ClC1=C(C(=CC=C1)F)C(C#N)O[Si](C)(C)C 2-(2-chloro-6-fluoro-phenyl)-2-trimethylsilyloxy-acetonitrile